tris(ethylamino)-di-n-butylaminosilane C(C)N[Si](N(CCCC)CCCC)(NCC)NCC